Cl(=O)(=O)OC(C)Cl 1-chloroethyl chlorate